NC1=C(C=C(C=N1)NC(C(=O)N1[C@H](CC[C@@H](C1)C)C1=CC=C(C=C1)C(C)(C)O)=O)C N-(6-amino-5-methyl-3-pyridyl)-2-[(2R,5S)-2-[4-(1-hydroxy-1-methyl-ethyl)phenyl]-5-methyl-1-piperidyl]-2-oxo-acetamide